C(C)(=O)N(CCCCN(CCCN)C(C)=O)CCCN di-acetyl-spermine